1,10-Dihydroxy-2-methoxyaporphine OC1=C(C=C2CCN(C)C3CC4=CC=C(C=C4C1=C23)O)OC